ClC1=C(C(=O)[O-])C=C(C=C1)N=C=O 2-chloro-5-isocyanato-benzoate